1-cyclopropyl-6-fluoro-4-oxo-7-(4-((5-phenyl-2-thioxo-1,3,4-thiadiazol-3(2H)-yl)methyl)piperazin-1-yl)-1,4-dihydroquinoline-3-carboxylic acid C1(CC1)N1C=C(C(C2=CC(=C(C=C12)N1CCN(CC1)CN1C(SC(=N1)C1=CC=CC=C1)=S)F)=O)C(=O)O